ClC1=CC=C2C(=C1)NC(C21N(C(C=2N=C(N(C21)C(C)C)C=2C(=NC(=NC2)C)OC)=O)C2=C(C=CC(=C2)Cl)C)=O 6-chloro-5'-(5-chloro-2-methylphenyl)-3'-isopropyl-2'-(4-methoxy-2-methylpyrimidin-5-yl)-3'H-spiro[indoline-3,4'-pyrrolo[3,4-d]imidazole]-2,6'(5'H)-dione